methyl [(2S,3R)-3-[tert-butyl(dimethyl)silyl]oxy-2-(cyclopentoxy)-3-(3,5-dimethoxy-4-methyl-phenyl)propyl]methanesulfonate [Si](C)(C)(C(C)(C)C)O[C@@H]([C@H](CCS(=O)(=O)OC)OC1CCCC1)C1=CC(=C(C(=C1)OC)C)OC